6-(3-(4-fluoropiperidine-1-carbonyl)pyrazolo[1,5-a]pyridin-7-yl)-2-methylisoindolin-1-one FC1CCN(CC1)C(=O)C=1C=NN2C1C=CC=C2C2=CC=C1CN(C(C1=C2)=O)C